BrC=1C=NN(C1\C=C(/C#N)\C1=CC(=CC(=C1)C)C)C (Z)-3-(4-bromo-1-methyl-1H-pyrazol-5-yl)-2-(3,5-dimethylphenyl)acrylonitrile